ClC1=CC=C(C=C1)C1=N[C@H](C=2N(C3=C1C(=C(S3)C)C)C(=NN2)C)CC(=O)NCCNCCCCCCCCCC(=O)NC2=C(C(=O)NC=3SC(=C(N3)C)C)C=CC=C2 (S)-2-(10-((2-(2-(4-(4-chlorophenyl)-2,3,9-trimethyl-6H-thieno[3,2-f][1,2,4]triazolo[4,3-a][1,4]diazepin-6-yl)acetamido)ethyl)amino)decanamido)-N-(4,5-dimethylthiazol-2-yl)benzamide